1,3-dimethyl-6-(2-methyl-4-pyridyl)-5-nitro-indazole CN1N=C(C2=CC(=C(C=C12)C1=CC(=NC=C1)C)[N+](=O)[O-])C